7,8-dimethyl-1,2,4,5-tetrahydrobenzo[d]oxepine-6,9-dione CC=1C(C2=C(CCOCC2)C(C1C)=O)=O